methyl 5-methylhexanoate CC(CCCC(=O)OC)C